5-methyl-3-(2-(3-(2-chlorophenyl)-4-oxothiazolidin-2-ylidene)hydrazono)-1H-indol-2-one CC=1C=C2C(C(NC2=CC1)=O)=NN=C1SCC(N1C1=C(C=CC=C1)Cl)=O